N-(2-(bicyclo[1.1.1]pentan-1-yl)-1-(4-bromo-2,6-difluorophenyl)-3-methyl-1,2,3,4-tetrahydroisoquinolin-6-yl)ethanesulfonamide C12(CC(C1)C2)N2C(C1=CC=C(C=C1CC2C)NS(=O)(=O)CC)C2=C(C=C(C=C2F)Br)F